1-cyclopentyl-6-{(3S,4S)-4-methyl-1-[(2-methylpyrimidin-4-yl)methyl]pyrrolidin-3-yl}-1,5-dihydro-4H-pyrazolo[3,4-d]pyrimidin-4-one C1(CCCC1)N1N=CC2=C1N=C(NC2=O)[C@@H]2CN(C[C@H]2C)CC2=NC(=NC=C2)C